N-{2-fluoro-4-[2-(trimethylsilyl)ethynyl]phenyl}pyridin-3-amine FC1=C(C=CC(=C1)C#C[Si](C)(C)C)NC=1C=NC=CC1